hydrochloric acid, hydrobromide Br.Cl